1-(2-fluorophenyl)-1H-1,2,4-triazole-3-carboxylic acid FC1=C(C=CC=C1)N1N=C(N=C1)C(=O)O